[C@@H]12[C@@H](CC=CC1)C(=O)OC2=O cis-4-cyclohexene-1,2-dicarboxylic acid anhydride